ClC=1C=C(C=CC1C(=O)N1CCN(CC1)C(CN1CC(C1)O)=O)NC(=O)C=1N(C(=CN1)C1=C(C(=C(C=C1)OC)F)F)C N-[3-chloro-4-[4-[2-(3-hydroxyazetidin-1-yl)acetyl]piperazine-1-carbonyl]phenyl]-5-(2,3-difluoro-4-methoxy-phenyl)-1-methyl-imidazole-2-carboxamide